C(C)OC(\C(=C\C(\CCCCCC)=C\C1=CC=CC=C1)\C)=O (E)-4-((E)-benzylidene)-2-methyl-dec-2-enoic acid ethyl ester